ClCC(=O)NC1=NC(NC=C1)=O chloroacetylcytosine